tert-butyl (3-(8-chloro-1-(2,6-dichloro-4-fluorophenyl)-2-methyl-4-oxo-1,4-dihydro-1,6-naphthyridin-5-yl)propyl)carbamate ClC=1C=NC(=C2C(C=C(N(C12)C1=C(C=C(C=C1Cl)F)Cl)C)=O)CCCNC(OC(C)(C)C)=O